C1(=CC=CC=C1)C(C1=CC=CC=C1)=NC=1C=C(C=C2C=C(N=CC12)NC(=O)C1C(C1)F)C=1C=NC=CC1OC N-(8-(diphenylmethyleneamino)-6-(4-methoxypyridin-3-yl)isoquinolin-3-yl)-2-fluorocyclopropanecarboxamide